O1CCOC2=C1C=C(C=C2)C(=O)O 2,3-dihydro-1,4-benzodioxine-7-carboxylic Acid